S(=O)(=O)(O)C1=CC=C(C)C=C1.C(C)C1=NC=CN1CCCCC ethyl-3-amyl-imidazole tosylate